bis(3,5-di-tert-butylphenyl)phosphorus chloride C(C)(C)(C)C=1C=C(C=C(C1)C(C)(C)C)P(C1=CC(=CC(=C1)C(C)(C)C)C(C)(C)C)Cl